C(C)(C)OC(=O)[C@]1([C@@H]2[C@H](CN1)NCC2)CCCCB(O)O 4-((3aS,4R,6aR)-4-(isopropoxycarbonyl)octahydropyrrolo[2,3-c]pyrrol-4-yl)butylboronic acid